C1(CCC1)OC=1C=CC=2C(N1)=NN(C2)C21COC(CC2)(C1)C 6-Cyclobutoxy-2-(1-methyl-2-oxabicyclo[2.2.1]hept-4-yl)-2H-pyrazolo[3,4-b]pyridine